[Cu+2].[O-2].[Zn+2].[O-2] ZINC OXIDE COPPER